(4R)-2-(3-chloropropyl)-4-fluoro-pyrrolidine-2-carboxylic acid methyl ester COC(=O)C1(NC[C@@H](C1)F)CCCCl